FC1=CC=C(C=C1)[C@H]1CN(CC1)C(=O)C=1C=C2CN(C(C2=CC1)=O)C1C(NC(CC1)=O)=O 3-(5-((S)-3-(4-fluorophenyl)pyrrolidine-1-carbonyl)-1-oxoisoindolin-2-yl)piperidine-2,6-dione